CN(C)CC1=C(C=C(C=C1OC)C=1C2=C(C(N(C1)C)=O)NN=C2)OC 4-(4-((dimethylamino)methyl)-3,5-dimethoxyphenyl)-6-methyl-1,6-dihydro-7H-pyrazolo[3,4-c]pyridin-7-one